C1CCC2=C(C=3CCCC3C=C12)NC(=O)N=[S@](=O)(N)C=1SC(=CC1)[C@@](COCCO)(C)O (R)-N'-((1,2,3,5,6,7-hexahydro-s-indacen-4-yl)carbamoyl)-5-((S)-2-hydroxy-1-(2-hydroxyethoxy)propan-2-yl)thiophene-2-sulfonimidamide